BrC=1C=NN(C1)CC(F)(F)F 4-bromo-1-(2,2,2-trifluoroethyl)pyrazole